methyl (2-fluorophenyl) disulfide FC1=C(C=CC=C1)SSC